N-(2-acetoxy-1-propyl)bis[2-(methoxycarbonyl)ethyl]amine C(C)(=O)OC(CN(CCC(=O)OC)CCC(=O)OC)C